tert-butyl 4-(4-(6-(1-methyl-1H-pyrazol-4-yl) pyrazolo[1,5-a]pyrazin-4-yl) benzyl)-3-oxopiperazine-1-carboxylate CN1N=CC(=C1)C=1N=C(C=2N(C1)N=CC2)C2=CC=C(CN1C(CN(CC1)C(=O)OC(C)(C)C)=O)C=C2